FC(C=1C=NC(=NC1)N1CCC(CC1)C(=O)N1CC(C1)CCC)(F)F 1-(1-(1-(5-trifluoromethylpyrimidin-2-yl)piperidine-4-carbonyl)azetidin-3-yl)propane